3-(5-(1-(2-methoxyethyl)-4-(pyrrolidin-1-ylmethyl)-1H-pyrrolo[2,3-b]pyridin-6-yl)-1-oxoisoindolin-2-yl)piperidine-2,6-dione COCCN1C=CC=2C1=NC(=CC2CN2CCCC2)C=2C=C1CN(C(C1=CC2)=O)C2C(NC(CC2)=O)=O